CO\C=C(\C(=O)OC)/OC1=C(C=CC(=C1)N1N=C(C=C1)OCCC)C methyl (Z)-3-methoxy-2-[2-methyl-5-(3-propoxypyrazol-1-yl)phenoxy]prop-2-enoate